2-(2-propionylpyridin-4-yl)isoindoline-1,3-dione C(CC)(=O)C1=NC=CC(=C1)N1C(C2=CC=CC=C2C1=O)=O